FC1=C(C(=CC(=C1)F)F)C1=CN=NC=C1 4-(2,4,6-trifluorophenyl)pyridazin